(S)-(3,3-difluoro-1-methylcyclobutyl)(6-(2-methyl-2H-pyrazolo[3,4-b]pyridin-5-yl)thieno[2,3-b]pyridin-2-yl)methanol FC1(CC(C1)(C)[C@H](O)C1=CC=2C(=NC(=CC2)C2=CC=3C(N=C2)=NN(C3)C)S1)F